(2S,5S,E)-7-(dimethylcarbamoyl)-15-heptyl-2-isobutyl-3,16-dioxo-1,4-diazacyclohexadec-9-ene-5-carboxylic acid CN(C(=O)C1C[C@H](NC([C@@H](NC(C(CCCC/C=C/C1)CCCCCCC)=O)CC(C)C)=O)C(=O)O)C